4-octyl-2,2,6,6-tetramethylpiperidine C(CCCCCCC)C1CC(NC(C1)(C)C)(C)C